CC1=C2C(=CNC2=CC=C1OCC1=CC=CC=C1)CCN(C)C 4-methyl-5-benzyl-oxy-3-(N,N-dimethylaminoethyl)indole